C(C1=CC=CC=C1)N1CCC(=CC1)O[C@@H]1C[C@H](N(C1)C)CO [(2S,4R)-4-[(1-benzyl-3,6-dihydro-2H-pyridin-4-yl)oxy]-1-methylpyrrolidin-2-yl]methanol